4-fluoro-2,5-dimethylpyrazol FC1=CN(N=C1C)C